N-({(3S,4R) or (3R,4S)-2-[5-fluoro-2-(2H-1,2,3-triazol-2-yl)benzoyl]-4-methyl-2-azabicyclo[3.1.1]heptan-3-yl}methyl)quinoxalin-2-amine FC=1C=CC(=C(C(=O)N2C3CC([C@H]([C@H]2CNC2=NC4=CC=CC=C4N=C2)C)C3)C1)N1N=CC=N1 |o1:12,13|